2-chloro-N-((5-chloro-8-hydroxyquinolin-7-yl)(pyridin-3-yl)methyl)acetamide ClCC(=O)NC(C=1C=NC=CC1)C1=CC(=C2C=CC=NC2=C1O)Cl